COC1=NC=C(C(=N1)OC)C1=CC(=C(N=N1)N)[C@@H]1[C@H](C1)C(F)(F)F 6-(2,4-Dimethoxypyrimidin-5-yl)-4-((1S,2S)-2-(trifluoromethyl)cyclopropyl)pyridazin-3-amine